(Ethylenediaminetetraacetic acid) disodium salt [Na+].[Na+].C(CN(CC(=O)[O-])CC(=O)[O-])N(CC(=O)O)CC(=O)O